ClC1=CC(=C(C(=N1)OC)C=O)C 6-Chloro-2-methoxy-4-methyl-3-pyridinecarboxaldehyde